C(C)(=O)OC1=C(C=C(C=C1)C=CC(=O)NC1=C(C=C(C=C1)O)C(=O)OC)OC(C)=O 4-(3-((4-Hydroxy-2-(methoxycarbonyl)phenyl)amino)-3-oxoprop-1-en-1-yl)-1,2-phenylene diacetate